ClC1=CC2=CN(N=C2C(=C1)C1=CC(=NC=N1)O)CCO 6-(5-chloro-2-(2-hydroxyethyl)-2H-indazol-7-yl)pyrimidin-4-ol